ClC=1C=C(C=CC1F)Br (3-chloro-4-fluorophenyl) bromide